trinitrogen nitrogen [N].[N].[N].[N]